ClC=1C=C(C=CC1Cl)C1=CC=C(O1)CCNC(=O)C1=NN(C(=C1)C=1OC=CC1)C1=CC=CC=C1 5-Furan-2-yl-1-phenyl-1H-pyrazole-3-carboxylic acid {2-[5-(3,4-dichlorophenyl)furan-2-yl]ethyl}amide